N-(4-((2-amino-3-(tetrahydro-2H-pyran-4-yl)pyridin-4-yl)oxy)-3-fluorophenyl)-1-(3-fluoropyridine-2-yl)-5-(trifluoromethyl)-1H-pyrazole-4-carboxamide NC1=NC=CC(=C1C1CCOCC1)OC1=C(C=C(C=C1)NC(=O)C=1C=NN(C1C(F)(F)F)C1=NC=CC=C1F)F